CCCCCC(=O)O 6-hexanoic acid